O1N=C(C=C1)CN1C(C2=CC(=CC=C2CC1)C(=O)N)=O 2-(isoxazol-3-ylmethyl)-1-oxo-1,2,3,4-tetrahydroisoquinoline-7-carboxamide